(E)-S-(2-methoxy-5-(4-(4-(4-oxopent-2-enoyl)piperazin-1-yl)quinazolin-6-yl)pyridin-3-yl) 2,4-difluorobenzenesulfonothioate FC1=C(C=CC(=C1)F)S(=O)(SC=1C(=NC=C(C1)C=1C=C2C(=NC=NC2=CC1)N1CCN(CC1)C(\C=C\C(C)=O)=O)OC)=O